C(C)(=O)OC(COC1=CC=C(C=C1)C(C)(C)C1=CC(=C(C(=C1)Cl)OCC(CCl)O)Cl)COC 1-(4-(2-(3,5-dichloro-4-(3-chloro-2-hydroxypropoxy)phenyl)propan-2-yl)phenoxy)-3-methoxypropan-2-yl acetate